OC1=C(C=CC=C1)C=CC(C)=O (l)-4-(hydroxyphenyl)-3-butene-2-one